9-oxo-3-azaspiro[5.5]undecane O=C1CCC2(CCNCC2)CC1